3-({[(1R)-6-{methyl-[4-(trifluoromethoxy)phenyl]amino}-1,2,3,4-tetrahydronaphthalen-1-yl]methyl}amino)pyridine-4-carboxylic acid methyl ester COC(=O)C1=C(C=NC=C1)NC[C@@H]1CCCC2=CC(=CC=C12)N(C1=CC=C(C=C1)OC(F)(F)F)C